FC(C)(C)C=1SC=C(N1)C(F)(F)F 2-(1-fluoro-1-methyl-ethyl)-4-(trifluoromethyl)thiazole